ClC=1C=C2C(=NC=NC2=C(C1)C(F)(F)F)N(C(C)C=1C(=NC=CN1)C1=CC=C(C=N1)C#N)C 6-[3-[1-[[6-chloro-8-(trifluoromethyl)quinazolin-4-yl]-methyl-amino]ethyl]pyrazin-2-yl]pyridine-3-carbonitrile